N1-((4-(4-fluorophenyl)isoxazol-5-yl)methyl)-N1-methylethane-1,2-diamine FC1=CC=C(C=C1)C=1C=NOC1CN(CCN)C